F[C@@](C(=O)F)(O)[C@@H](O)[C@H](O)[C@H](O)CO fluoro-fluoroglucose